3-(6-(4-((2-(2-(6,6-dimethyl-4,5,6,7-tetrahydro-1H-indazol-3-yl)-1H-indole-6-carbonyl)-2,6-diazaspiro[3.4]octan-6-yl)methyl)piperidin-1-yl)pyridin-3-yl)piperidine-2,6-dione CC1(CCC=2C(=NNC2C1)C=1NC2=CC(=CC=C2C1)C(=O)N1CC2(C1)CN(CC2)CC2CCN(CC2)C2=CC=C(C=N2)C2C(NC(CC2)=O)=O)C